CN(C1=NC=CC=C1CNC1=NC(=NC=C1C(F)(F)F)NC1CCN(CC1)C(=O)N)S(=O)(=O)C 4-({4-[({2-[methyl(methylsulfonyl)amino]pyridin-3-yl}methyl)amino]-5-(trifluoromethyl)pyrimidin-2-yl}amino)piperidine-1-carboxamide